C(=O)C1=C(C(=O)O)C=C(C=C1[N+](=O)[O-])C=O 2,5-diformyl-3-nitrobenzoic acid